nicotine ditartrate salt C(=O)(O)C(O)C(O)C(=O)O.C(=O)(O)C(O)C(O)C(=O)O.N1=CC=CC(=C1)C1N(C)CCC1